BrCC1=C(C(=O)[O-])C=CC(=C1)C#N 2-(bromomethyl)-4-cyanobenzoate